4-(4-fluorophenyl)-2-(((E)-(1,9-dimethyl-beta-carbolin-3-yl)methylene)hydrazino)-2,3-dihydrothiazole FC1=CC=C(C=C1)C=1NC(SC1)N/N=C/C=1N=C(C=2N(C3=CC=CC=C3C2C1)C)C